1-propyl-cyclohexanol C(CC)C1(CCCCC1)O